NC=1C=C2C(=NC1)N(C(=N2)CC[C@@H](C(=O)N[C@H](C(=O)OCC)CC(C)C)NC(=O)OC(C)(C)C)C ethyl (2S)-2-[[(2S)-4-(6-amino-3-methyl-imidazo[4,5-b]pyridin-2-yl)-2-(tert-butoxy carbonyl amino)butanoyl]amino]-4-methyl-pentanoate